C(OCCCOC)N 2,6-dioxaheptylamine